(S)-N-(4-cyclobutyl-5-(4-fluorophenyl)-1-methyl-1H-pyrazol-3-yl)-3-(3,3-difluorocyclobutyl)-3-hydroxybutanamide C1(CCC1)C=1C(=NN(C1C1=CC=C(C=C1)F)C)NC(C[C@](C)(O)C1CC(C1)(F)F)=O